ClC=1OC2=C(N1)C=C(C=C2)S(=O)(=O)C 2-chloro-5-(methanesulfonyl)-1,3-benzoxazole